2-(2,6-dioxopiperidin-3-yl)-3-oxoisoindoline-5-carbonitrile O=C1NC(CCC1N1CC2=CC=C(C=C2C1=O)C#N)=O